(+)-trans-5-(1H-benzotriazole-5-carbonyl)-3a-methoxy-hexahydro-pyrrolo[3,4-c]pyrrole-2-carboxylic acid 4-trifluoromethoxy-benzyl ester FC(OC1=CC=C(COC(=O)N2C[C@H]3CN(C[C@@]3(C2)OC)C(=O)C2=CC3=C(NN=N3)C=C2)C=C1)(F)F